(2S,4R)-1-(2-(3-acetyl-5-(pyridazin-4-yl)-1H-indol-1-yl)acetyl)-4-fluoro-N-(1-(2-fluoro-5-methylphenyl)-2-oxopiperidin-3-yl)pyrrolidine-2-carboxamide C(C)(=O)C1=CN(C2=CC=C(C=C12)C1=CN=NC=C1)CC(=O)N1[C@@H](C[C@H](C1)F)C(=O)NC1C(N(CCC1)C1=C(C=CC(=C1)C)F)=O